N-methylpropan-2-enamide CNC(C=C)=O